3-Phenyl-Propanoic Acid C1(=CC=CC=C1)CCC(=O)O